3-phenylquinolin-2(1H)-one C1(=CC=CC=C1)C=1C(NC2=CC=CC=C2C1)=O